2,4-dichloro-7-isopropyl-7H-pyrrolo[2,3-d]Pyrimidine ClC=1N=C(C2=C(N1)N(C=C2)C(C)C)Cl